BrC1=CC(=C(C=C1C)N(C(C#CC)=O)C1=CC=C2C(=N1)C(=NN2C)O[C@H]2CC[C@H](CC2)C(=O)O)C2CC2 (cis)-4-({5-[N-(4-bromo-2-cyclopropyl-5-methylphenyl)but-2-ynamido]-1-methylpyrazolo[4,3-b]pyridin-3-yl}oxy)cyclohexane-1-carboxylic acid